trans-4-(1-aminoethyl)-N-(4-pyridyl)-cyclohexane-carboxamide dihydrochloride Cl.Cl.NC(C)[C@@H]1CC[C@H](CC1)C(=O)NC1=CC=NC=C1